CC1=C(C(=CC(=C1)C)C)C1=NOC(=C1)C1=CC=C(C=C1)F 3-(2,4,6-trimethylphenyl)-5-(4-fluorophenyl)-isoxazole